2-[2-chloro-3-(trifluoromethyl)phenyl]-N-[4-(4-fluoro-1H-pyrazol-1-yl)-3-sulfamoylphenyl]acetamide ClC1=C(C=CC=C1C(F)(F)F)CC(=O)NC1=CC(=C(C=C1)N1N=CC(=C1)F)S(N)(=O)=O